FC1=C(O[C@@H]2C[C@H](CCC2)C(=O)[O-])C=CC(=C1)C=1SC=CC1CO (1S,3S)-3-(2-fluoro-4-(3-(hydroxymethyl)thiophen-2-yl)phenoxy)cyclohexane-1-carboxylate